FC1(CN(CC12CN(C2)C(C=C)=O)C2=NC=1CC(CCC1C(=N2)N[C@H](CC(=O)NC)CC(C)C)C)F (3S)-3-((2-(8,8-difluoro-2-(2-propenoyl)-2,6-diazaspiro[3.4]octan-6-yl)-7-methyl-5,6,7,8-tetrahydro-4-quinazolinyl)amino)-N,5-dimethylhexanamide